4-((3-chloro-4-fluorophenyl)amino)-7-fluoro-1H-indole ClC=1C=C(C=CC1F)NC1=C2C=CNC2=C(C=C1)F